[Cl-].FC=1C=C(C=CC1)[PH2+]C1=CC=CC=C1 (3-fluorophenyl)(phenyl)phosphonium chloride